CN(C(C=C)=O)C N,N-Dimethyl-Acrylamide